Cl.N1CC(CC1)OC(=O)N1C=CC2=C1N=CN=C2 Pyrrolo[2,3-d]Pyrimidine-7-carboxylic acid pyrrolidin-3-yl ester hydrochloride